tert-butyl 2-[2-(4-{3-[(3-chloro-2-methoxyphenyl)amino]-4-oxo-1H,5H,6H,7H-pyrrolo[3,2-c]pyridin-2-yl}pyridin-3-yl)ethynyl]-3,3-dimethylazetidine-1-carboxylate ClC=1C(=C(C=CC1)NC1=C(NC2=C1C(NCC2)=O)C2=C(C=NC=C2)C#CC2N(CC2(C)C)C(=O)OC(C)(C)C)OC